C(C)C1=NOC(=C1C(=O)[O-])CC 3,5-diethylisoxazole-4-carboxylate